FC1=C(C=CC=C1)C=1NC2=C(N1)OC=1C(=CC=CC1C2)OC 2-(2-fluorophenyl)-5-methoxy-1,9-dihydrochromeno[2,3-d]imidazole